3-amino-N-methylcyclopentane-1-carboxamide NC1CC(CC1)C(=O)NC